ClC1=C(C(=O)N2COC3=C(C2)C=CN=C3C3=CC(=C(C(=O)OC)C=C3)N3CCOCC3)C(=CC(=C1)C=1C=NN(C1)C)Cl Methyl 4-[3-[2,6-dichloro-4-(1-methylpyrazol-4-yl)benzoyl]-2,4-dihydropyrido[4,3-e][1,3]oxazin-8-yl]-2-Morpholin-4-ylbenzoate